OC[C@H]1N(C[C@@H]([C@H]([C@@H]1O)O)O)C[C@H]1CN(CC1)C=1SC=C(N1)C(F)(F)F (2R,3R,4R,5S)-2-(hydroxymethyl)-1-(((S)-1-(4-(trifluoromethyl)thiazol-2-yl)pyrrolidin-3-yl)methyl)piperidine-3,4,5-triol